7-(2-bromo-3-(7H-dibenzo[a,g]carbazol-7-yl)phenyl)-7H-dibenzo[b,g]carbazole BrC1=C(C=CC=C1N1C2=CC=C3C(=C2C2=CC=C4C(=C12)C=CC=C4)C=CC=C3)N3C4=CC=C1C(=C4C=4C=C2C(=CC34)C=CC=C2)C=CC=C1